BrC=1C=C(C(=C(C1)S(=O)(=O)NC=1C(=C(C(=O)O)C=C(C1)C1(CCC1)C#N)O)OC)Cl 3-((5-bromo-3-chloro-2-methoxyphenyl)sulfonamido)-5-(1-cyanocyclobutyl)-2-hydroxybenzoic acid